C(C)(C)N(C(=O)C1[C@H]2CN(C[C@@H]12)C1CC2CN(C(C1)C2)C2=NC(=NO2)C)C (1r,5s,6r)-N-isopropyl-N-methyl-3-(6-(3-methyl-1,2,4-oxadiazol-5-yl)-6-azabicyclo[3.2.1]oct-3-yl)-3-azabicyclo[3.1.0]hexane-6-carboxamide